CC1(CC1)NS(=O)(=O)C=1C=C2C(N(C=3N(C2=CC1)C(CN3)CCCS(=O)(=O)[O-])CC=3C=NN(C3)C)=O.C[C@@H]3OCCC(C3)[Zn+].[I+].CC3(CC3)NS(=O)(=O)C=3C=C1C(N(C=2N(C1=CC3)C(CN2)CCCS(=O)(=O)[O-])CC=2C=NN(C2)C)=O iodine [(2S)-2-methyloxacyclohexan-4-yl]zinc 2-{7-[(1-methylcyclopropyl)sulfamoyl]-4-[(1-methylpyrazol-4-yl)methyl]-5-oxo-1H,2H-imidazo[1,2-a]quinazolin-1-yl}ethyl-methanesulfonate